6-chloro-7-methoxy-4-(1-methyl-1H-pyrazol-3-yl)pyrido[3,2-d]pyrimidine ClC=1C(=CC=2N=CN=C(C2N1)C1=NN(C=C1)C)OC